isoamyl acetate (isopropyl acetate) C(C)(C)CC(=O)O.C(C)(=O)OCCC(C)C